CS(=O)(=O)OCC=1N=NC(=CC1F)N1C(NC(CC1)=O)=O (6-(2,4-dioxotetrahydropyrimidin-1(2H)-yl)-4-fluoropyridazin-3-yl)methyl methanesulfonate